ClC1=CC=C(COC2=NN=C(S2)NC(=O)C2=CN=CN2C2=C(C=CC=C2)C#C)C=C1 N-(5-((4-chlorobenzyl)oxy)-1,3,4-thiadiazol-2-yl)-1-(2-ethynylphenyl)-1H-Imidazole-5-carboxamide